C(CC)OC(C1=C(C(=C(C=C1)OCC)OCC)OCC)=O triethoxybenzoic acid propyl ester